tert-butyl (3'R,5'S)-5'-fluoro-2-oxo[1,3'-bipiperidine]-1'-carboxylate F[C@H]1C[C@H](CN(C1)C(=O)OC(C)(C)C)N1C(CCCC1)=O